N-(3-ethoxy-1-methyl-1H-pyrazol-4-yl)-5-methyl-4-(7-nitro-1H-indol-3-yl)pyrimidin-2-amine C(C)OC1=NN(C=C1NC1=NC=C(C(=N1)C1=CNC2=C(C=CC=C12)[N+](=O)[O-])C)C